ClC=1C(=NC(=NC1)NC1CCN(CC1)S(=O)(=O)C=1N=CN(C1)C)C=1C=NN(C1)C=1C(=NC(=CC1)CN1CCN(CC1)C(C)C)C 5-Chloro-4-(1-(6-((4-isopropylpiperazin-1-yl)methyl)-2-methylpyridin-3-yl)-1H-pyrazol-4-yl)-N-(1-((1-methyl-1H-imidazol-4-yl)sulfonyl)piperidin-4-yl)pyrimidin-2-amine